The molecule is a poly(ethylene glycol) derivative that is poly(ethylene glycol) in which one of the terminal hydroxy groups has been converted into the corresponding p-(2,4,4-trimethylpentan-3-yl)phenyl ether. It has a role as a nonionic surfactant. CC(C)(C)CC(C)(C)C1=CC=C(C=C1)OCCO